C1(CC1)C=1C=C(C(=NC1)C1=CC2=C(C=N1)N(C=N2)CC(C(F)(F)F)(F)F)S(=O)(=O)CC 6-(5-cyclopropyl-3-ethylsulfonyl-2-pyridyl)-3-(2,2,3,3,3-pentafluoropropyl)imidazo[4,5-c]pyridine